C(C)(C)(C)OC(=O)N1C[C@@H](N(CC1)C=1C=2C(N=C(N1)SC)=NN(C2)C2=C(C=CC=C2O)F)C.N(=C=O)CCSCC(CSCCN=C=O)SCCN=C=O 1,2,3-tris(isocyanatoethylthio)propane Tert-butyl-(S)-4-(2-(2-fluoro-6-hydroxyphenyl)-6-(methylthio)-2H-pyrazolo[3,4-d]pyrimidin-4-yl)-3-methylpiperazine-1-carboxylate